COC1=NC=C(C(=N1)OC)C=1SC2=C(N=CN=C2N2CC(CC2)OCCN2CCCCC2)N1 2-(2,4-Dimethoxypyrimidin-5-yl)-7-[3-[2-(1-piperidinyl)ethoxy]pyrrolidin-1-yl]thiazolo[4,5-d]pyrimidine